ClC=1C=C(C=2N(N1)C(=NN2)C(C)C)NCCCC2=CC=NC=C2 6-chloro-3-isopropyl-N-[3-(4-pyridyl)propyl]-[1,2,4]triazolo[4,3-b]pyridazin-8-amine